CN1CCN(CC1)CC1=CC(=NO1)C1=C(C=CC(=C1)CCC)OC(F)(F)F 5-((4-methylpiperazine-1-yl)methyl)-3-(5-propyl-2-(trifluoromethoxy)phenyl)isoxazole